N,N'-Bis(2-naphthyl)-p-phenylendiamin C1=C(C=CC2=CC=CC=C12)NC1=CC=C(C=C1)NC1=CC2=CC=CC=C2C=C1